Cl.ClCC=1N=C(SC1)C1=CC(=C(C=C1)OC)OC 4-(chloromethyl)-2-(3,4-dimethoxyphenyl)thiazole hydrochloride